IC1=NN(C=C1CO)C (3-iodo-1-methyl-1H-pyrazol-4-yl)methanol